C(C)S(=O)(=O)C1=CC=C(C=C1)C(C(=O)N)CO 2-(4-(ethylsulfonyl)phenyl)-3-hydroxypropionamide